2,4,7-trimethyl-4-(5-methylthiophen-3-yl)oct-6-enal CC(C=O)CC(CC=C(C)C)(C1=CSC(=C1)C)C